C(C)(C)(C)C1=C(C(=C(CN2CN(CN(C2)CC2=C(C(=C(C=C2C)C(C)(C)C)O)C)CC2=C(C(=C(C=C2C)C(C)(C)C)O)C)C(=C1)C)C)O 1,3,5-Tris(4-tert-butyl-3-hydroxy-2,6-dimethylbenzyl)-1,3,5-triazine